(5-bromo-3-chloro-1H-indol-1-yl)-5-(2-chloro-4-isopropoxyphenyl)-1,2,4-oxadiazole BrC=1C=C2C(=CN(C2=CC1)C1=NOC(=N1)C1=C(C=C(C=C1)OC(C)C)Cl)Cl